methyl 2-((2-formylphenyl) amino)-5-(trifluoromethyl)-benzoate C(=O)C1=C(C=CC=C1)NC1=C(C(=O)OC)C=C(C=C1)C(F)(F)F